ClC=1C(=NN2C1CN(CCC2)S(=O)(=O)C2=C(C=CC=C2)[N+](=O)[O-])C(=O)N 3-chloro-5-(2-nitrophenyl)sulfonyl-4,6,7,8-tetrahydropyrazolo[1,5-a][1,4]diazepine-2-carboxamide